[N+](=O)([O-])C=1C(=CC2=N(C3=CC=C(C=C3N(=C2C1)=O)[N+](=O)[O-])=O)O 3,7-dinitro-5,10-dioxo-5λ5,10λ5-phenazine-2-ol